1-(thieno[2,3-c]pyridin-2-yl)prop-2-en-1-one S1C(=CC=2C1=CN=CC2)C(C=C)=O